C[C@@H]1COCC[C@@H]1OCCO |r| 2-[rac-(3R,4S)-3-methyltetrahydropyran-4-yl]oxyethanol